C1(CCCCC1)N(C)C1CCCCC1 N,N-dicyclohexyl-methane-amine